C1=CC=CC=2N(CC3=C(C#CC21)C=CC=C3)C(CCC(=O)NCC(=O)NCC(=O)N[C@@H](C(C)C)C(=O)N[C@@H](C)C(=O)ON3C(CCC3=O)=O)=O 2,5-Dioxopyrrolidin-1-yl N-[4-(11,12-didehydrodibenzo[b,f]azocin-5(6H)-yl)-4-oxobutanoyl]glycylglycyl-L-valyl-L-alaninate